C(C1=CC=CC=C1)N(C1CC2=C(N(N=C2CC1)C1=C(C=CC=C1)OC)O)C 5-(Benzylmethylamino)-2-(2-methoxyphenyl)-4,5,6,7-tetrahydro-2H-indazol-3-ol